C(C)(C)(C)C1CC=2C3=C(C(=NC2C=2N(C(C(=CC12)C(=O)O)=O)C)Cl)C=CC=C3 12-(tert-butyl)-6-chloro-4-methyl-3-oxo-3,4,11,12-tetrahydrobenzo[c][1,10]phenanthroline-2-carboxylic acid